tert-butyl N-{10-[1-(2,6-dioxopiperidin-3-yl)-3-methyl-2-oxo-1,3-benzodiazol-5-yl]decyl}carbamate O=C1NC(CCC1N1C(N(C2=C1C=CC(=C2)CCCCCCCCCCNC(OC(C)(C)C)=O)C)=O)=O